ClC=1C=C(C=CC1F)C1=CC=C2C=C(N(C2=C1)CC1CC1)C1=NC2=C(N1C)C(=CC(=C2)C(=O)N2[C@@H]1CC[C@H](C2)[C@H]1N)OC (1R,4R,7R)-2-{2-[6-(3-chloro-4-fluorophenyl)-1-(cyclopropylmethyl)-1H-indol-2-yl]-7-methoxy-1-methyl-1H-1,3-benzodiazole-5-carbonyl}-2-azabicyclo[2.2.1]heptan-7-amine